ClC=1C=C(OC2=CC=C(\C=C/3\C(=C(C4=CC(=CC=C34)F)CC(=O)O)C)C=C2)C=CC1OC (Z)-2-(1-(4-(3-chloro-4-methoxyphenoxy)benzylidene)-5-fluoro-2-methyl-1H-inden-3-yl)acetic acid